methylpentyl salicylate (hex-2-yl 2-hydroxybenzoate) CC(CCCC)C=1C(=C(C(=O)O)C=CC1)O.C(C=1C(O)=CC=CC1)(=O)OC(CCCC)C